(S)-3-((5-(2-(4-(4-chlorophenyl)-2,3,9-trimethyl-6H-thieno[3,2-f][1,2,4]triazolo[4,3-a][1,4]diazepin-6-yl)acetamido)pentyl)amino)-N-(4,5-dimethylthiazol-2-yl)-2-methylbenzamide ClC1=CC=C(C=C1)C1=N[C@H](C=2N(C3=C1C(=C(S3)C)C)C(=NN2)C)CC(=O)NCCCCCNC=2C(=C(C(=O)NC=3SC(=C(N3)C)C)C=CC2)C